C(C=C)(=O)N[N+]1=CC=CC=C1 acryloylaminopyridinium